ClC=1C=C(C2=C(NC=N2)C1)OC 6-chloro-4-methoxy-1H-1,3-benzodiazol